FC=1C=C(CN2N=C(N=C2)CN)C=C(C1F)F (1-(3,4,5-trifluorobenzyl)-1H-1,2,4-triazol-3-yl)methylamine